P(=O)(O)(O)C[C@H]1C[C@H](NCC1)C(=O)O (2S,4R)-4-(phosphonomethyl)piperidine-2-carboxylic acid